NC=1C(=CC(=C(C1)C1=CC(=NC(=C1)N1CCOCC1)N[C@@H](CO)C)C)F (2R)-2-[[4-(5-amino-4-fluoro-2-methylphenyl)-6-(morpholin-4-yl)pyridin-2-yl]amino]propan-1-ol